ClC1=CC=2C(C=3C(=NC(=C(N3)C#N)C#N)C2C=C1)=O 7-chloro-9-oxo-9H-indeno[1,2-b]Pyrazine-2,3-dinitrile